OC1=C(C=C(C=C1C(C)(C)C)CCCC(C(=C)C)=O)N1N=C2C(=N1)C=CC(=C2)OC 2-(2-hydroxy-5-methacryloylpropyl-3-tert-butyl-phenyl)-5-methoxy-2H-benzotriazole